C1(=CC=CC=C1)C1=CC(=NC=C1)C(C=O)=C (E)-4-phenyl-2-(pyridin-2-yl)prop-2-en-1-one